mesityleneic acid C1(=C(C(=CC(=C1)C)C)C(=O)O)C